2-ethylhexyl 3-((4-((1-methylpiperidin-4-yl)amino)-3-(2-octyldodecanamido)-4-oxobutyl)thio)propanoate CN1CCC(CC1)NC(C(CCSCCC(=O)OCC(CCCC)CC)NC(C(CCCCCCCCCC)CCCCCCCC)=O)=O